NC1=C(C2=CC=CC=C2C=C1)C1=C(C=CC2=CC=CC=C12)NS(=O)(=O)C1=CC=C(C=C1)C N-(2'-amino-[1,1'-binaphthyl]-2-yl)-4-methylbenzenesulfonamide